[NH4+].CC=1C(=C(C(=C(C1)S(=O)(=O)[O-])OC(=O)C=1C(=CC=CC1)C)C)C trimethyltoluoyloxybenzenesulfonic acid ammonium salt